propenyl-boronic acid pinacol ester C(=CC)B1OC(C)(C)C(C)(C)O1